C(C)(C)(C)OC(=O)N1CC(C1)NC1=NC=CC2=CC(=CC=C12)OCCC(=O)O 3-((1-((1-(tert-butoxycarbonyl)azaCyclobutane-3-yl)amino)isoquinolin-6-yl)oxy)propanoic acid